N1(CCCC1)C=1C=CC2=C(N=CN=C2N)N1 7-(pyrrolidin-1-yl)pyrido[2,3-d]pyrimidin-4-amine